ClC=1C=C(C=C(C1)NCCN)NC(=O)NC1=C(C=CC(=C1)Cl)CCO 1-[3-chloro-5-(2-aminoethylamino)phenyl]-3-[5-chloro-2-(2-hydroxyethyl)phenyl]urea